ClC=1C=C(N)C=CC1OC1=CC=CC=C1 3-Chloro-4-(phenoxy)aniline